C(CC)C1(C=CC=C1)[Zr]C1(C(=C(C(=C1C)C)C)C)C (n-propyl-cyclopentadienyl)(pentamethyl-cyclopentadienyl)zirconium